bis(1,1,1,3,3,3-hexafluoro-2-trifluoromethylpropyl)amine FC(C(C(F)(F)F)(C(F)(F)F)NC(C(F)(F)F)(C(F)(F)F)C(F)(F)F)(F)F